C(C1CO1)OCCC[SiH2]CC(OC)OC (3-glycidyloxypropyl)dimethoxyethylsilane